N6-(phenylalanyl)-N2-methyl-lysine N[C@@H](CC1=CC=CC=C1)C(=O)NCCCC[C@H](NC)C(=O)O